8-chloro-7-(1-(1-ethoxyethyl)-1H-pyrazol-4-yl)-N-((3S,4S)-3-fluorotetrahydro-2H-pyran-4-yl)-[1,2,4]triazolo[1,5-c]pyrimidin-2-amine ClC=1C=2N(C=NC1C=1C=NN(C1)C(C)OCC)N=C(N2)N[C@@H]2[C@@H](COCC2)F